NC1=NC=C(C2=C1C(=C(N2C)C2=CC=C(C=C2)NC(C=C)=O)C2=CC(=C(C=C2)OC2=NC=C(C(=N2)C(F)F)Cl)F)C#N N-(4-(4-amino-3-(4-((5-chloro-4-(difluoromethyl)pyrimidin-2-yl)oxy)-3-fluorophenyl)-7-cyano-1-methyl-1H-pyrrolo[3,2-c]pyridin-2-yl)phenyl)acrylamide